1-[2-[3-(difluoromethyl)-5-methoxy-pyrazol-1-yl]-6-[6-[(6-methylpyridazin-3-yl)amino]benzimidazol-1-yl]-3-pyridyl]ethanol tert-butyl-4-(2-bromoacetyl)piperazin-1-carboxylate C(C)(C)(C)C1N(CCN(C1)C(CBr)=O)C(=O)OC(C)C=1C(=NC(=CC1)N1C=NC2=C1C=C(C=C2)NC=2N=NC(=CC2)C)N2N=C(C=C2OC)C(F)F